3-(3-chloro-4-fluorophenyl)-1-(1-(8-fluoro-1-oxo-1,2-dihydroisoquinolin-4-yl)ethyl)-1-isobutylurea ClC=1C=C(C=CC1F)NC(N(CC(C)C)C(C)C1=CNC(C2=C(C=CC=C12)F)=O)=O